4-(3-((4'-(5-(trifluoromethyl)-1,2,4-oxadiazol-3-yl)-[2,2'-bipyridin]-5-yl)oxy)propyl)morpholine FC(C1=NC(=NO1)C1=CC(=NC=C1)C1=NC=C(C=C1)OCCCN1CCOCC1)(F)F